Ethyl 2-(4-(6-((4-Cyano-2-Fluorobenzyl)Oxy)Pyridin-2-yl)Cyclohex-3-en-1-yl)Acetate C(#N)C1=CC(=C(COC2=CC=CC(=N2)C2=CCC(CC2)CC(=O)OCC)C=C1)F